C1(CCC1)OC1=CC=C2C(NN=C(C2=C1)CC1=CC(=C(C(=O)OC)C=C1)F)=O methyl 4-((7-cyclobutoxy-4-oxo-3,4-dihydrophthalazin-1-yl)methyl)-2-fluorobenzoate